N1C(=NCCC1)SCCN1CCCCCC1 1-(2-((1,4,5,6-tetrahydropyrimidin-2-yl)thio)ethyl)azepane